2-[4-[[(2'S,4R)-2-ethyl-2'-methyl-spiro[6,7-dihydrothieno[3,2-c]pyran-4,4'-piperidine]-1'-yl]methyl]pyrazol-1-yl]-N-methyl-ethanesulfonamide C(C)C1=CC2=C(CCO[C@]23C[C@@H](N(CC3)CC=3C=NN(C3)CCS(=O)(=O)NC)C)S1